C(C=C)C1=CC(C(C=C1)(C(=O)[O-])OC)OC 4-allyl-1,2-dimethoxybenzene-carboxylate